C1=CC=CC=2C3=CC=CC=C3C(C12)COC(=O)N[C@@H](CC1=C(N(C2=CC=CC=C12)C(=O)OC(C)(C)C)C)C(=O)OC(C)(C)C tert-butyl (S)-3-(2-((((9H-fluoren-9-yl)methoxy)carbonyl)amino)-3-(tert-butoxy)-3-oxopropyl)-2-methyl-1H-indole-1-carboxylate